1-[[5-(4-bromo-2,6-dichloro-phenoxy)-2-methoxy-phenyl]sulfonylamino]cyclopropanecarboxamide BrC1=CC(=C(OC=2C=CC(=C(C2)S(=O)(=O)NC2(CC2)C(=O)N)OC)C(=C1)Cl)Cl